CCCCCCC(C)C Dimethyl-heptane